P(=O)(OC(CC)CCCCC)(OC(CC)CCCCC)OC(CC)CCCCC tri(3-octyl) phosphate